C(C)(C)(C)OC(=O)N1CCC2(CC1)CC=1C(=NC=CC1)C2=O 7-oxo-5,7-dihydrospiro[cyclopenta[b]pyridine-6,4'-piperidine]-1'-carboxylic acid tert-butyl ester